CN(C1=NN(C(C=2N1C1=C(C2)SC=C1)=O)CC(=O)NC1CC(C1)(C)O)C (5-(dimethylamino)-8-oxothieno[2',3':4,5]pyrrolo[1,2-d][1,2,4]triazin-7(8H)-yl)-N-((1s,3s)-3-hydroxy-3-methylcyclobutyl)acetamide